C12CNCC(CC1)N2C=2SC1=C(N2)C=CC(=C1)C(=O)NC1CCC(CC1)(F)F 2-(3,8-diazabicyclo[3.2.1]octan-8-yl)-N-(4,4-difluorocyclohexyl)-benzo[d]thiazole-6-carboxamide